hexane-6-yl-(4-methyl-2-thienyl)methanone TFA salt OC(=O)C(F)(F)F.CCCCCCC(=O)C=1SC=C(C1)C